FC1=C(C=C(C(=C1)N1C[C@H](N([C@H](C1)C)C)C)NC(=O)C1=CNC(C=C1C(F)(F)F)=O)C1=CCCNC1 5-[2-Fluoro-5-[[6-oxo-4-(trifluoromethyl)-1H-pyridin-3-carbonyl]amino]-4-[(3R,5S)-3,4,5-trimethylpiperazin-1-yl]phenyl]-3,6-dihydro-2H-pyridin